ClC1=CCCC2=CC(=CC=C12)OCC1=CC=C2C(=NN(C2=C1)C(C)C)Cl 1-chloro-6-(3-chloro-1-isopropyl-1H-indazol-6-ylmethoxy)-3,4-dihydro-naphthalene